CC1=NC2=C(OC13CC3)C(=C(C(=N2)C)C2=C(C=NN2C)I)C#N methyl-8'-cyano-7'-(4-iodo-1-methyl-1H-pyrazol-5-yl)-6'-methylspiro[Cyclopropane-1,2'-pyrido[3,2-b][1,4]oxazine]